NC=1C=C(C(=O)OCC(C)CCC[C@@H](C)[C@H]2CC[C@H]3[C@@H]4CCC5CCCC[C@]5(C)[C@H]4CC[C@]23C)C=C(C1)N cholestanyl 3,5-diaminobenzoate